COC(C1=C(C=C(C(=C1)C)OCC1=CC=CC=C1)OCC1=CC=CC=C1)=O 2,4-bis(benzyloxy)-5-methylbenzoic acid methyl ester